5-fluoro-2-(3-(4-(3-hydroxypyrrolidin-1-yl)cyclohexyl)-1H-pyrrolo[2,3-c]pyridin-1-yl)-N-isopropyl-N-methylbenzamide FC=1C=CC(=C(C(=O)N(C)C(C)C)C1)N1C=C(C=2C1=CN=CC2)C2CCC(CC2)N2CC(CC2)O